FC=1C(=NC=C(C1)C1=CN=CO1)N1CCC2(C(N3[C@H](O2)CC[C@H]3C3=CC=CC=C3)=O)CC1 (5'S,7a'R)-1-[3-fluoro-5-(1,3-oxazol-5-yl)pyridin-2-yl]-5'-phenyltetrahydro-3'H-spiro[piperidine-4,2'-pyrrolo[2,1-b][1,3]oxazol]-3'-one